Methyl-ammonia bromide [Br-].CN